N-methyl-N-(2-{[4-(3-phenyl-1H-pyrrolo[3,2-b]pyridin-2-yl)pyridin-3-yl]oxy}ethyl)prop-2-ynamide CN(C(C#C)=O)CCOC=1C=NC=CC1C1=C(C2=NC=CC=C2N1)C1=CC=CC=C1